butyl-trimethylammoniopropyl-bipyridine bis(oxalat) borate B([O-])([O-])[O-].C(C(=O)[O-])(=O)[O-].C(C(=O)[O-])(=O)[O-].C(CCC)C1=C(C(=NC=C1)C1=NC=CC=C1)CCC[N+](C)(C)C.C(CCC)C1=C(C(=NC=C1)C1=NC=CC=C1)CCC[N+](C)(C)C.C(CCC)C1=C(C(=NC=C1)C1=NC=CC=C1)CCC[N+](C)(C)C.C(CCC)C1=C(C(=NC=C1)C1=NC=CC=C1)CCC[N+](C)(C)C.C(CCC)C1=C(C(=NC=C1)C1=NC=CC=C1)CCC[N+](C)(C)C.C(CCC)C1=C(C(=NC=C1)C1=NC=CC=C1)CCC[N+](C)(C)C.C(CCC)C1=C(C(=NC=C1)C1=NC=CC=C1)CCC[N+](C)(C)C